FC1=CC=C(C=C1)C1=C2N=C(C(=NC2=CC=C1)C(=O)N)CC1=CN=C(S1)C1=CC(=C(C=C1)OC(F)(F)F)C (4-fluorophenyl)-((2-(3-methyl-4-(trifluoromethoxy)phenyl)thiazol-5-yl)methyl)quinoxaline-2-carboxamide